[Cl-].[Cl-].C(C)(C)C=1C=CC(=C(OC(C[N+](CCCCCCCCCC[N+](C)(C)CC(OC2=C(C=CC(=C2)C(C)C)C)=O)(C)C)=O)C1)C N1,N10-bis(2-(5-isopropyl-2-methylphenoxy)-2-oxoethyl)-N1,N1,N10,N10-tetramethyldecane-1,10-diaminium dichloride